5-(3-(4-(2-(2-aminopyridin-3-yl)-5-phenyl-3H-imidazo[4,5-b]pyridin-3-yl)phenyl)azetidine-1-carbonyl)cyclohexane-1,3-dione NC1=NC=CC=C1C1=NC=2C(=NC(=CC2)C2=CC=CC=C2)N1C1=CC=C(C=C1)C1CN(C1)C(=O)C1CC(CC(C1)=O)=O